FC(COC=1C(=NC(=NC1OC)N)OC)F [5-(2,2-difluoroethoxy)-4,6-dimethoxy-pyrimidin-2-yl]amine